Methyl 2-((1R,3R)-3-amino-1-(tert-butyldimethylsilyloxy)-4-methylpentyl)thiazole-4-carboxylate N[C@H](C[C@@H](O[Si](C)(C)C(C)(C)C)C=1SC=C(N1)C(=O)OC)C(C)C